4-amino-3-methoxy-N-{5-[2-(1-methyl-2,6-dioxopiperidin-3-yl)-1-oxo-3H-isoindol-4-yl]pent-4-yn-1-yl}benzamide NC1=C(C=C(C(=O)NCCCC#CC2=C3CN(C(C3=CC=C2)=O)C2C(N(C(CC2)=O)C)=O)C=C1)OC